3-(4-Cyclopropyl-6-methoxypyrimidin-5-yl)-5-(3-fluoro-4-(1-methyl-4-(trifluoromethyl)-1H-imidazol-2-yl)phenyl)-1-methyl-4,5,6,7-tetrahydro-1H-pyrazolo[4,3-c]pyridine C1(CC1)C1=NC=NC(=C1C1=NN(C2=C1CN(CC2)C2=CC(=C(C=C2)C=2N(C=C(N2)C(F)(F)F)C)F)C)OC